iron (III) tris(ethyl-3-oxo-hexanoate) C(C)C(C(=O)[O-])C(CCC)=O.C(C)C(C(=O)[O-])C(CCC)=O.C(C)C(C(=O)[O-])C(CCC)=O.[Fe+3]